N-(2-(icosyloxy)ethyl)-N-methylamide C(CCCCCCCCCCCCCCCCCCC)OCC[N-]C